1-((3R)-1-(sec-butyl)piperidin-3-yl)-6-methyl-5-(8-methyl-[1,2,4]triazolo[1,5-a]pyridin-6-yl)-1,3-dihydro-2H-benzo[d]imidazol-2-one C(C)(CC)N1C[C@@H](CCC1)N1C(NC2=C1C=C(C(=C2)C=2C=C(C=1N(C2)N=CN1)C)C)=O